CC=1C=CC=2N(C1)C=C(N2)CN2C(C1=CN=CC(=C1C=C2)C2=CC=CC=C2)=O 2-({6-methylimidazo[1,2-a]pyridin-2-yl}methyl)-5-phenyl-1,2-dihydro-2,7-naphthyridin-1-one